5-(2-(dimethylamino)pyrimidin-5-yl)-N-(pyridin-4-yl)-1-(tetrahydro-2H-pyran-2-yl)-1H-indazole-3-carboxamide CN(C1=NC=C(C=N1)C=1C=C2C(=NN(C2=CC1)C1OCCCC1)C(=O)NC1=CC=NC=C1)C